FC(SC=1C=C(C=CC1)NC(=O)[C@@H]1[C@@H]([C@H]2CC[C@@H]1C2)NC(OC(C)(C)C)=O)(F)F tert-Butyl ((1S,2R,3S,4R)-3-((3-((trifluoromethyl)thio)phenyl)carbamoyl)bicyclo[2.2.1]heptan-2-yl)carbamate